OCC1=C2C(=NC=C1)N(N=C2CNC(=O)C=2COCC2)C2=CC=C(C=C2)OC(F)(F)F N-((4-(hydroxymethyl)-1-(4-(trifluoromethoxy)phenyl)-1H-pyrazolo[3,4-b]pyridin-3-yl)methyl)-2,5-dihydrofuran-3-carboxamide